NC1=NC=CC=C1C1=NC=2C(=NC(=CC2)Br)N1C=1C=C2CC[C@H](C2=CC1)NC(OC(C)(C)C)=O tert-butyl N-[(1R)-5-[2-(2-aminopyridin-3-yl)-5-bromoimidazo[4,5-b]pyridin-3-yl]-2,3-dihydro-1H-inden-1-yl]carbamate